C(C=C)(=O)OOCC(C)OC(C=C)=O [oxy(meth-yl-2,1-ethanediyl)] diacrylate